CC=1C=CC=C2CNC(C12)=O 7-methyl-2,3-dihydro-isoindol-1-one